(R,E)-2-methyl-N-(1-(1-(phenylsulfonyl)-1H-pyrrolo[3,2-c]pyridin-2-yl)ethylidene)propane-2-sulfinamide CC(C)(C)[S@@](=O)/N=C(\C)/C1=CC=2C=NC=CC2N1S(=O)(=O)C1=CC=CC=C1